(S)-cyclohexylglycinol C1(CCCCC1)NCCO